(3-hydroxy-6-(3-isopropoxyphenyl)pyrazine-2-carbonyl)glycine OC=1C(=NC(=CN1)C1=CC(=CC=C1)OC(C)C)C(=O)NCC(=O)O